4-(3,4-dimethoxyphenyl)-N-(pyridin-4-yl)-2-(trifluoromethyl)pyrimidine-5-carboxamide COC=1C=C(C=CC1OC)C1=NC(=NC=C1C(=O)NC1=CC=NC=C1)C(F)(F)F